(S)-3,4-dichloro-2-(3-(2-(trifluoromethyl)pyridin-4-yl)-6,7-dihydro-5H-pyrrolo[2,1-c][1,2,4]triazol-6-yl)phenol ClC=1C(=C(C=CC1Cl)O)[C@@H]1CC2=NN=C(N2C1)C1=CC(=NC=C1)C(F)(F)F